2-Acetyl-1-tetralone C(C)(=O)C1C(C2=CC=CC=C2CC1)=O